1-(difluoromethyl)-5-(4,4,5,5-tetramethyl-1,3,2-dioxaborolan-2-yl)-1,2-dihydropyridin-2-one FC(N1C(C=CC(=C1)B1OC(C(O1)(C)C)(C)C)=O)F